C(CCC)OC=1C=C2C[C@H](C(=CC2=CC1)CN(CCC(=O)OC(C)(C)C)C)C tert-butyl N-{[(3R)-6-butoxy-3-methyl-3,4-dihydronaphthalen-2-yl]methyl}-N-methyl-β-alaninate